N1=C(C=CC(=C1)NC(=O)C=1C=NN2C1N=C(C=C2C)C)C2=CC=NC=C2 N-([2,4'-Bipyridin]-5-Yl)-5,7-Dimethylpyrazolo[1,5-A]Pyrimidine-3-Carboxamide